4-((5-Chloro-1-((4-fluorophenyl)sulfonyl)-1H-indol-3-yl)(hydroxy)methyl)-3-methylenedihydrofuran-2(3H)-one ClC=1C=C2C(=CN(C2=CC1)S(=O)(=O)C1=CC=C(C=C1)F)C(C1C(C(OC1)=O)=C)O